COC=1C=C(N=NC1C)C=1C=CC=C(C1)O 5-(5-methoxy-6-methylpyridazin-3-yl)phenol